C(C)OC(=O)OC(=O)OCC diethyl-pyrocarbonate